ClC1(C[Si](C1)=[Zr](C1C(=CC2=C(C(=C(C=C12)C)C)C1=CC=CC=C1)C=1SC(=CC1)C)C1C(=CC2=C(C(=C(C=C12)C)C)C1=CC=CC=C1)C=1SC(=CC1)C)Cl Dichlorosilacyclobutylidenebis[2-(5-methyl-2-thienyl)-4-phenyl-5,6-dimethyl-1-indenyl]zirconium